ClC=1C=C(C=C(C1)C#N)C(C)(C)C1=CC=C(OCC2=NC(=NC=C2)N2CC(C2)N2CCC(CC2)CN2CCN(CC2)C(=O)OC(C)(C)C)C=C1 tert-butyl 4-((1-(1-(4-((4-(2-(3-chloro-5-cyanophenyl)propan-2-yl)phenoxy)methyl)pyrimidin-2-yl)azetidin-3-yl)piperidin-4-yl)methyl)piperazine-1-carboxylate